(1-dimethylamino-2-cyanoethyl)pyrrole CN(C(CC#N)C=1NC=CC1)C